(4-bromo-2,6-difluoro-phenyl)methanol BrC1=CC(=C(C(=C1)F)CO)F